2-hexyldecyl 3-ethyl-12-hexyl-6-isopropyl-10-oxo-9,11-dioxa-3,6-diazaheptadecane-17-ate C(C)N(CC)CCN(CCOC(OC(CCCCC(=O)OCC(CCCCCCCC)CCCCCC)CCCCCC)=O)C(C)C